O=C1NC(CC[C@@H]1N1C(C2=CC=C(C=C2C1)N1CCC(CC1)(O)CC(=O)O)=O)=O 2-[1-[2-[(3S)-2,6-dioxo-3-piperidyl]-1-oxo-isoindolin-5-yl]-4-hydroxy-4-piperidyl]acetic acid